ClC1=CC=C(C=C1)CN1C(C=2CN(CCC2N2CCCN=C12)CC=1C=C(C#N)C=CC1)=O 3-({9-[(4-chlorophenyl)methyl]-8-oxo-1,5,9,11-tetraazatricyclo[8.4.0.02,7]tetradeca-2(7),10-dien-5-yl}methyl)benzonitrile